NC1=C(C=2C(N(C(=CC2N1C1=C(C(=CC=C1C)OC)C)C)C)=O)C#N 2-amino-1-(3-methoxy-2,6-dimethylphenyl)-5,6-dimethyl-4-oxopyrrolo[3,2-c]pyridine-3-carbonitrile